1-(3-(4-amino-7-methyl-5-(4-(morpholine-4-carbonyl)phenyl)-7H-pyrrolo[2,3-d]pyrimidin-6-yl)pyrrolidin-1-yl)prop-2-en-1-one NC=1C2=C(N=CN1)N(C(=C2C2=CC=C(C=C2)C(=O)N2CCOCC2)C2CN(CC2)C(C=C)=O)C